[Li+].N1(CCC1)CCN1N=C(C=C1)C(=O)[O-] 1-[2-(azetidin-1-yl)ethyl]-1H-pyrazole-3-carboxylate lithium